FC1=CC=C(C=C1)N1N=C(N=C1C1=CC=C(C=C1)C(C)C)CN1CCC2(CC1)CCCCC2 3-((1-(4-fluorophenyl)-5-(4-isopropylphenyl)-1H-1,2,4-triazol-3-yl)methyl)-3-azaspiro[5.5]undecane